FC1(CCN(CC1)[C@H](C)C=1C=C(C(=O)N2CC3(C4=CC(=CC=C24)NS(=O)(=O)C)CCC2(CC3)CC2)C=CC1)F (R)-N-(1''-(3-(1-(4,4-difluoropiperidin-1-yl)ethyl)benzoyl)dispiro[cyclopropane-1,1'-cyclohexane-4',3''-indolin]-5''-yl)methanesulfonamide